ClC1=C(C=C(C=C1)C1=CN(C(C=C1)=O)C(C)C)C[C@@H](C(=O)NC1=CC=C(C=C1)C=1N(N=CC1C)C)NC(=O)C1=CC=NO1 N-[(1S)-1-[[2-chloro-5-(1-isopropyl-6-oxo-3-pyridyl)phenyl]methyl]-2-[4-(2,4-dimethylpyrazol-3-yl)anilino]-2-oxo-ethyl]isoxazole-5-carboxamide